N1=CN=C2C1=CC=C(C2)S(=O)(=O)Cl 1,3-benzodiazole-5-sulfonyl chloride